PIPERIDIN-4-YLIDENE-ACETIC ACID N1CCC(CC1)=CC(=O)O